2-[2-(4,4-difluoroazepan-1-yl)-5-methyl-6-(trifluoromethyl)-3-pyridinyl]-5-hydroxy-1H-1,6-naphthyridin-4-one FC1(CCN(CCC1)C1=NC(=C(C=C1C=1NC2=CC=NC(=C2C(C1)=O)O)C)C(F)(F)F)F